gold-zinc-gold [Au].[Zn].[Au]